2-chloro-6-(3,3-difluorocyclobutyl)-N-(4-methoxy-2-nitrophenyl)pyrimidin-4-amine ClC1=NC(=CC(=N1)NC1=C(C=C(C=C1)OC)[N+](=O)[O-])C1CC(C1)(F)F